COC([C@H](C(C)C)N(C(=O)N1C[C@H](N(CC1)C(=O)OC(C)(C)C)C)C)=O tert-butyl (R)-4-(((S)-1-methoxy-3-methyl-1-oxobutan-2-yl)(methyl)carbamoyl)-2-methylpiperazine-1-carboxylate